triphenylphosphine, triphenylphosphonium salt C1(=CC=CC=C1)[PH+](C1=CC=CC=C1)C1=CC=CC=C1.C1(=CC=CC=C1)P(C1=CC=CC=C1)C1=CC=CC=C1